C1(CC1)CN1C(=CC2=CC=C(C=C12)N1CCC(CC1)C(=O)N1CCCC1)C1=NN2C(C=CC(=C2)C(=O)N2C[C@@H](CCC2)N)=C1C (3R)-1-{2-[1-(cyclopropylmethyl)-6-[4-(pyrrolidine-1-carbonyl)piperidin-1-yl]-1H-indol-2-yl]-3-methylpyrazolo[1,5-a]pyridin-6-carbonyl}piperidin-3-amine